COC1=CC=C(CN(C(OCC2=CC=CC=C2)=O)C[2H])C=C1 Benzyl (4-methoxybenzyl)(methyl-d)carbamate